FC=1C(=C(CC2CC3(CN(C3)C(=O)C3CC(C3)(C)O)C2)C=CC1)C (6-(3-Fluoro-2-methylbenzyl)-2-azaspiro[3.3]heptan-2-yl)((1s,3s)-3-hydroxy-3-methylcyclobutyl)methanon